ClC1=NC(=CC(=C1)C=1C(=NN2C1N=C(C=C2)C(=O)NCC2(CNCCC2)C)C2=CC(=CC=C2)C#N)C 3-(2-chloro-6-methyl-4-pyridinyl)-2-(3-cyanophenyl)-N-[(3-methyl-3-piperidinyl)methyl]pyrazolo[1,5-a]pyrimidine-5-carboxamide